methyl (2E)-2-hydroxyimino-2-(2-pyridyl)acetate O\N=C(\C(=O)OC)/C1=NC=CC=C1